2-hydroxydodecyl methyl sulfoxide CS(=O)CC(CCCCCCCCCC)O